(2-(morpholinomethyl)-6-vinylpyridin-4-yl)boronic acid O1CCN(CC1)CC1=NC(=CC(=C1)B(O)O)C=C